C(C)(C)C=1C(=C(C(=O)O)C=CN1)OC 2-isopropyl-3-methoxyisonicotinic acid